4-Chloro-7-[(2S*)-2-{4-[4-({4-[4-(2,4-dioxo-1,3-diazinan-1-yl)-1H-indol-1-yl]piperidin-1-yl}methyl)piperidin-1-yl]phenyl}morpholin-4-yl]-1H-indazole-3-carbonitrile ClC1=C2C(=NNC2=C(C=C1)N1C[C@@H](OCC1)C1=CC=C(C=C1)N1CCC(CC1)CN1CCC(CC1)N1C=CC2=C(C=CC=C12)N1C(NC(CC1)=O)=O)C#N |o1:12|